5-((1S,2R)-1-(6-chloro-4-isopropyl-1,1-dioxido-3,4-dihydro-2H-benzo[e][1,2,4]thiadiazin-2-yl)-2-(6-fluoro-2,3-dimethylphenyl)propyl)-1,3,4-oxadiazol-2(3H)-one ClC=1C=CC2=C(N(CN(S2(=O)=O)[C@@H]([C@H](C)C2=C(C(=CC=C2F)C)C)C2=NNC(O2)=O)C(C)C)C1